C(#N)C=1N=CC(=NC1)NC1=NNC(=C1)C1=C(C=C(C=C1)[C@@H]1CN(CCO1)C(=O)OC(C)(C)C)OC tert-Butyl (2R)-2-[4-[3-[(5-cyanopyrazin-2-yl)amino]-1H-pyrazol-5-yl]-3-methoxy-phenyl]morpholine-4-carboxylate